ClC1=C(C=C(C(=C1)[N+](=O)[O-])F)[C@@H]([C@H](C(=O)N1CCN(CC1)C)NC(CC)=O)C N-[(2R,3S)-3-(2-chloro-5-fluoro-4-nitrophenyl)-1-(4-methylpiperazin-1-yl)-1-oxobutan-2-yl]propanamide